CC1=C(C=C2CC[C@@]3(NC2=N1)CN(CC3)C(=O)OC(C)(C)C)C3=NC=CC=N3 tert-butyl (S)-7'-methyl-6'-(pyrimidin-2-yl)-3',4'-dihydro-1'H-spiro[pyrrolidine-3,2'-[1,8]naphthyridine]-1-carboxylate